C[C@]12CC[C@@H](C([C@@H]1CC[C@@]3([C@@H]2CC=C4[C@]3(CC[C@@]5([C@H]4CC(CC5)(C)C)CO)C)C)(C)C)O The molecule is a pentacyclic triterpenoid that is beta-amyrin in which one of the hydrogens of the methyl group at position 28 has been replaced by a hydroxy group. It is a plant metabolite found in olive oil as well as in Rhododendron ferrugineum and other Rhododendron species. It has a role as a plant metabolite. It is a pentacyclic triterpenoid, a primary alcohol, a secondary alcohol and a diol. It derives from a beta-amyrin.